FC(C1=CC=C(OC2=C3C=CC=[N+](C3=CC=C2)[O-])C=C1)(F)F 5-(4-(trifluoromethyl)phenoxy)quinoline 1-oxide